3-[5-(isopropylcarbamoyl)furan-2-yl]propanoate C(C)(C)NC(=O)C1=CC=C(O1)CCC(=O)[O-]